C(=O)(O)C1=CC=C(OC2=CC=C(C=C2)C2=CC=C(C=C2)OC2=CC=C(C=C2)C(=O)O)C=C1 4,4'-bis(4-carboxyphenoxy)biphenyl